2-{6-[7-amino-2-(2-cyano-2-methylideneethyl)-1-oxo-2,3-dihydro-1H-isoindol-4-yl]-1H-indazol-1-yl}-N-methylacetamide NC=1C=CC(=C2CN(C(C12)=O)CC(=C)C#N)C1=CC=C2C=NN(C2=C1)CC(=O)NC